sodium hexafluoroiron (III) F[Fe-3](F)(F)(F)(F)F.[Na+].[Na+].[Na+]